2-[4-(4-hydroxy-1-piperidyl)anilino]-8-methyl-6-(5-methyl-3,4-dihydro-2H-quinoxalin-1-yl)pyrido[2,3-d]pyrimidin-7-one OC1CCN(CC1)C1=CC=C(NC=2N=CC3=C(N2)N(C(C(=C3)N3CCNC2=C(C=CC=C32)C)=O)C)C=C1